C(C)(=O)O.NC(=N)NNC(=N)N biguanidin acetate